4-[4,4-dimethyl-1-(2H-tetraazol-5-yl)pentylamino]-6-quinazolinecarbonitrile CC(CCC(C=1N=NNN1)NC1=NC=NC2=CC=C(C=C12)C#N)(C)C